2-Morpholinobenzo[d]thiazol-5-amine O1CCN(CC1)C=1SC2=C(N1)C=C(C=C2)N